C(C)(C)(C)OC([C@@H](NC(N[C@H](C(=O)OC(C)(C)C)CCCCNC([C@H](CC1=C(C=CC=C1)I)N)=O)=O)CCC(=O)OC(C)(C)C)=O (((S)-6-((S)-2-amino-3-(2-iodophenyl)propanamido)-1-(tert-butoxy)-1-oxohex-2-yl)carbamoyl)-L-glutamic acid di-tert-butyl ester